CS(=O)(=O)O[C@H]1CC[C@H](CC1)N1CCN(CC1)C(=O)OC(C)(C)C (cis)-tert-butyl 4-[4-(methanesulfonyloxy)cyclohexyl]piperazine-1-carboxylate